OO E-hydrogen peroxide